Z-1,4,7-cyclononatriene C/1=C/CC=CCC=CC1